ClC=1C(=C(C=CC1OC1=C(C=CC=C1)F)NC(=O)C1=NN(C=C1)CC(F)F)N1C[C@@H](N(CC1)C)CNCC1=CC(=C(C=C1)OC)OC N-{3-chloro-2-[(3S)-3-({[(3,4-dimethoxyphenyl)methyl]amino}methyl)-4-methylpiperazin-1-yl]-4-(2-fluorophenoxy)phenyl}-1-(2,2-difluoroethyl)-1H-pyrazole-3-carboxamide